OCC1=CC=C(N=N1)N1CC(N(CC1)CC1=CC=C(C=C1)OC)=O 4-(6-(hydroxymethyl)pyridazin-3-yl)-1-(4-methoxybenzyl)piperazin-2-one